C(C)(C)(C)OC(=O)N[C@@H](C(=O)O)CC1=C(C=C(C=C1)Cl)Cl (R)-2-((tert-Butoxycarbonyl)amino)-3-(2,4-dichlorophenyl)propanoic acid